C(CC)(=O)O[C@@H]1[C@H](O[C@@]([C@@H]1O)(C#N)C1=CC=C2C(=NC=NN21)NC(C2=CC=CC=C2)=O)CO (2R,3S,4R,5R)-5-(4-benzamidopyrrolo[2,1-f][1,2,4]triazin-7-yl)-5-cyano-4-hydroxy-2-(hydroxymethyl)tetrahydrofuran-3-yl propionate